O=CCCOCCOCCOCCOCCOCCOCCOCCOCCOCCOCCOCCOCC 39-oxo-3,6,9,12,15,18,21,24,27,30,33,36-dodecaoxanonatriacontan